2-(Isoindolin-2-yl)-6-methyl-8-(2-methyl-1,3-dioxolan-2-yl)-4H-benzo[b][1,4]oxazine C1N(CC2=CC=CC=C12)C1=CNC2=C(O1)C(=CC(=C2)C)C2(OCCO2)C